N-(5-((6-((S)-3-(2,6-difluorophenyl)isoxazolidine-2-yl)pyrimidine-4-yl)amino)-2-(4-(4-isopropylpiperazine-1-yl)piperidine-1-yl)-methoxyphenyl)acrylamide FC1=C(C(=CC=C1)F)[C@H]1N(OCC1)C1=CC(=NC=N1)NC=1C=C(C(=C(C1)NC(C=C)=O)N1CCC(CC1)N1CCN(CC1)C(C)C)OC